NCCNC=1C=C(C=CC1)CS(=O)(=O)N1CCC(CC1)NC=1C=C(C=CC1)C1=C(C(=C(S1)C(=O)O)OCC(=O)O)Cl 5-[3-[[1-[[3-(2-aminoethylamino)phenyl]methylsulfonyl]-4-piperidyl]amino]phenyl]-3-(carboxymethoxy)-4-chloro-thiophene-2-carboxylic acid